Oxalosuccinic acid C(=O)(C(=O)O)C(C(=O)O)CC(=O)O